ClCC(=O)NC1(C(CCCC1=O)C)C1=CC=CC=C1 2-chloro-N-(2-methyl-6-oxo-1-phenylcyclohexyl)acetamide